3a,4-dihydroisobenzofuran-1-one C1(OCC2CC=CC=C12)=O